FC(C(=O)O)(F)F.N1(CCC1)CCNC1=NC2=CC=CC(=C2N=C1CC1=CC(=CC=C1)OC)C N-(2-(azetidin-1-yl)ethyl)-3-(3-methoxybenzyl)-5-methylquinoxaline-2-amine trifluoroacetate